3-(5-(5-((R)-1-(3,5-dichloropyridin-4-yl)ethoxy)-6-methyl-1-(tetrahydro-2H-pyran-2-yl)-1H-indazol-3-yl)-3-fluoropyridin-2-yl)benzamide ClC=1C=NC=C(C1[C@@H](C)OC=1C=C2C(=NN(C2=CC1C)C1OCCCC1)C=1C=C(C(=NC1)C=1C=C(C(=O)N)C=CC1)F)Cl